CN1CCC(CC1)C(=O)NC=1C=CC(=NC1)C1=NC=CC(=C1)C1=NOC(=N1)C(F)(F)F 1-methyl-N-(4'-(5-(trifluoromethyl)-1,2,4-oxadiazol-3-yl)-[2,2'-bipyridyl]-5-yl)piperidine-4-carboxamide